tert-butyl (S)-6-diazo-2-((S)-2-methoxypropanamido)-5-oxohexanoate [N+](=[N-])=CC(CC[C@@H](C(=O)OC(C)(C)C)NC([C@H](C)OC)=O)=O